NC[C@]1([C@@H]([C@@H](N[C@H]1CC(C)(C)C)C(=O)NC1=C(C=C(C(=O)OC)C=C1)OC)C1=C(C=CC=C1)Cl)C1=C(C=C(C=C1)Cl)F methyl 4-((2R,3R,4S,5S)-4-(aminomethyl)-4-(4-chloro-2-fluorophenyl)-3-(2-chlorophenyl)-5-neopentylpyrrolidine-2-carboxamido)-3-methoxybenzoate